FCCNC1CCC(CC1)N N4-(2-fluoroethyl)cyclohexane-1,4-diamine